CNC1=NC2=CC=C(C=C2C=N1)B1OC(C(O1)(C)C)(C)C N-methyl-6-(4,4,5,5-tetramethyl-1,3,2-dioxaborolan-2-yl)quinazolin-2-amine